2-(tributylstannyl)thiophene-3-carbonitrile C(CCC)[Sn](C=1SC=CC1C#N)(CCCC)CCCC